1-[(4S)-8-chlorochroman-4-yl]-3-[1-[3-[2-(methylamino)ethoxy]phenyl]pyrazol-3-yl]urea ClC=1C=CC=C2[C@H](CCOC12)NC(=O)NC1=NN(C=C1)C1=CC(=CC=C1)OCCNC